7-(Chloromethyl)-3-ethyl-8-fluoro-1,6-naphthyridin-2(1H)-one ClCC1=NC=C2C=C(C(NC2=C1F)=O)CC